Stearyltri-methylammonium chlorid [Cl-].C(CCCCCCCCCCCCCCCCC)[N+](C)(C)C